C[C@@H]1N(C(OC1=O)=O)C(=O)OC(C)(C)C tert-butyl (4S)-4-methyl-2,5-dioxo-1,3-oxazolidine-3-carboxylate